FC=1C(=NC=C(C1)C(C(C(F)(F)F)(F)F)(F)F)NC(=O)C1=C(C=CC(=C1)[N+](=O)[O-])SC1=NN=NN1CCNC([O-])=O [2-[5-[2-[[3-fluoro-5-(1,1,2,2,3,3,3-heptafluoropropyl)-2-pyridyl]carbamoyl]-4-nitro-phenyl]sulfanyltetrazol-1-yl]ethyl]carbamate